hydroxydecanoyl-β-hydroxyoctanoate OCCCCCCCCCC(=O)OC(CC(CCCCC)O)=O